3-(7-(2-(1H-indol-3-yl)ethoxy)thiazolo[5,4-d]pyrimidin-5-yl)pyridin-2-amine N1C=C(C2=CC=CC=C12)CCOC=1C2=C(N=C(N1)C=1C(=NC=CC1)N)SC=N2